C(C)(C)OC=1C(=C2C(=NC1)N(C=C2C(C)C)S(=O)(=O)C2=CC=C(C)C=C2)OCCC 5-isopropoxy-3-isopropyl-4-propoxy-1-tosyl-1H-pyrrolo[2,3-b]pyridine